C(C)(C)N1CCN(C2=CC=CC=C12)C(CCN1CCN(CC1)C)=O 1-(4-Isopropyl-3,4-dihydroquinoxaline-1(2H)-yl)-3-(4-methylpiperazin-1-yl)propan-1-one